trifluoroOxazine FC=1C(=C(NOC1)F)F